[N+](=[N-])=CC(CC[C@@H](C(=O)OC(C)C)NC([C@H](CC1=CNC2=CC=CC(=C12)N(C)C)OC)=O)=O isopropyl (S)-6-diazo-2-((S)-3-(4-(dimethylamino)-1H-indol-3-yl)-2-methoxypropanamido)-5-oxohexanoate